3-{[3-(trifluoromethoxy)benzyl]amino}pyridine-4-carboxylic acid FC(OC=1C=C(CNC=2C=NC=CC2C(=O)O)C=CC1)(F)F